C(C(C)C)C1(OCC(O1)CO)C 2-isobutyl-2-methyl-1,3-dioxolan-4-methanol